C(CCCCCCCCCCC)[N+](CCCCCC)(C)C dodecyl-dimethyl-hexyl-ammonium